Tris(trimethylsilane) phosphite P(O)(O)O.C[SiH](C)C.C[SiH](C)C.C[SiH](C)C